(2S,3R,4R,5S)-2-(hydroxymethyl)-1-(((R)-1-phenylpyrrolidin-3-yl)methyl)piperidine-3,4,5-triol OC[C@@H]1N(C[C@@H]([C@H]([C@@H]1O)O)O)C[C@@H]1CN(CC1)C1=CC=CC=C1